4-((5-(3-(2-fluoroethyl)-2-methyl-3H-imidazo[4,5-b]pyridin-5-yl)pyrrolo[2,1-f][1,2,4]triazin-2-yl)amino)cyclohexane-1-ol FCCN1C(=NC=2C1=NC(=CC2)C=2C=CN1N=C(N=CC12)NC1CCC(CC1)O)C